(S)-7-(1-(4-amino-3-(3-fluoro-4-isopropoxyphenyl)-1H-pyrazolo[3,4-d]pyrimidin-1-yl)propyl)-3-chloro-6-(3-fluorophenyl)-5H-thiazolo[3,2-a]pyridin-5-one NC1=C2C(=NC=N1)N(N=C2C2=CC(=C(C=C2)OC(C)C)F)[C@@H](CC)C=2C=C1N(C(C2C2=CC(=CC=C2)F)=O)C(=CS1)Cl